FC=1C=C(C=NC1)NC(C)=O N-(5-fluoropyridin-3-yl)acetamid